CC=1N2C=CN=C2C=2CN(CC2C1C)C(CC1CN(C1)C=1C=NC=CC1)=O 1-(4,5-Dimethyl-6,8-dihydro-1,3a,7-triaza-as-indacen-7-yl)-2-(1-pyridin-3-yl-azetidin-3-yl)-ethanone